ClC1=C(C=CC(=C1)F)C1=CNC(C2=CC(=CC=C12)O[C@@H](C(=O)N1C[C@@H](O[C@H](C1)C)C)C)=O |&1:24,26| 4-(2-chloro-4-fluorophenyl)-7-(((2R)-1-(trans-rac-2,6-dimethylmorpholino)-1-oxopropan-2-yl)oxy)isoquinolin-1(2H)-one